C12(CC1)OC1=C(C=CC=C1C=C2)C#N spiro[chromen-2,1'-cyclopropane]-8-carbonitrile